ClC=1C=C(C=C(C1)Cl)N(C(CNC(OC(C)(C)C)=O)=O)C tert-butyl (2-((3,5-dichlorophenyl)(methyl)amino)-2-oxoethyl)carbamate